S1C2=C(C=C1)C(=CC=C2)N2CCN(CC2)CCC2CC(C2)NC(N(C)C)=O 3-(3-(2-(4-(Benzo[b]thiophen-4-yl)piperazin-1-yl)ethyl)cyclobutyl)-1,1-dimethylurea